[5-[3-(2,2-dimethylpropoxy)phenyl]-1-(1-methyl-1H-1,2,3-benzotriazol-7-yl)-1H-pyrazol-3-yl]methanol CC(COC=1C=C(C=CC1)C1=CC(=NN1C1=CC=CC2=C1N(N=N2)C)CO)(C)C